4-(2,3-dihydro-1,4-dioxa-5-aza-7-naphthylamino)-2-[p-(3-morpholinopropoxy)phenylamino]pyrimidine ethyl-2-(cyclopropoxy)-4H-pyrrolo[2,3-d]thiazole-5-carboxylate C(C)OC(=O)C1=CC2=C(N=C(S2)OC2CC2)N1.O1CCOC2=NC=C(C=C12)NC1=NC(=NC=C1)NC1=CC=C(C=C1)OCCCN1CCOCC1